C(C=C)(=O)OCCC=1C2=CC=CC=C2C=C2C=CC=CC12 2-(9-anthracenyl)-ethyl acrylate